7-methoxy-2-methyl-6-(((S)-tetrahydrofuran-3-yl)oxy)quinazolin-4-amine COC1=C(C=C2C(=NC(=NC2=C1)C)N)O[C@@H]1COCC1